2-(6-Chloro-benzothiazol-2-ylamino)-1-ethyl-1H-benzoimidazole-5-carboxylic acid (2-fluoro-ethyl)-amide FCCNC(=O)C1=CC2=C(N(C(=N2)NC=2SC3=C(N2)C=CC(=C3)Cl)CC)C=C1